NC1=CC=C(C(=O)C=2C(C(C(=C(C2)C2=CC(=CC=C2)N)C(C2=CC=C(C=C2)N)=O)N)(O)O)C=C1 bis(4-aminobenzoyl)-3,3'-diamino-4,4-dihydroxybiphenyl